NC=1C=C(C=CC1C)NC(C1=CC=C(C=C1)C)=O N-(3-amino-4-methylphenyl)-4-methylbenzamide